NC1=NC=CC(=C1Cl)C(=C)C1=NNC2=NC(=CN=C21)N2CCC1(CC2)[C@@H](C2=CC=CC=C2C1)N (S)-1'-(3-(1-(2-amino-3-chloropyridin-4-yl)vinyl)-1H-pyrazolo[3,4-b]pyrazin-6-yl)-1,3-dihydro-spiro[indene-2,4'-piperidin]-1-amine